bis(2-methoxyethylamino)-6-chloro-5-(furan-2-yl)pyrazine-2-carbonitrile COCCNC1(C(N=C(C(=N1)C=1OC=CC1)Cl)C#N)NCCOC